OCC1(COC2=C1C=CC(=C2)OC)C(=O)OC methyl 3-(hydroxymethyl)-6-methoxy-2,3-dihydro-1-benzofuran-3-carboxylate